2',2'''-(pyridine-2,6-diyl)bis(3-(1-adamantyl)-5-(tert-butyldimethylsilyl)-[1,1'-biphenyl]-2-ol) N1=C(C=CC=C1C1=C(C=CC=C1)C=1C(=C(C=C(C1)[Si](C)(C)C(C)(C)C)C12CC3CC(CC(C1)C3)C2)O)C2=C(C=CC=C2)C=2C(=C(C=C(C2)[Si](C)(C)C(C)(C)C)C23CC1CC(CC(C2)C1)C3)O